N-((5-(2-((2-(thiophen-2-yl)quinazolin-4-yl)thio)acetyl)thiophen-2-yl)methyl)acetamide S1C(=CC=C1)C1=NC2=CC=CC=C2C(=N1)SCC(=O)C1=CC=C(S1)CNC(C)=O